(R)-5-(1-(3,5-dichloropyridin-4-yl)ethoxy)-N-(1-((1-methylazetidin-3-yl)methyl)-1H-pyrazol-4-yl)-1H-indazole-3-carboxamide ClC=1C=NC=C(C1[C@@H](C)OC=1C=C2C(=NNC2=CC1)C(=O)NC=1C=NN(C1)CC1CN(C1)C)Cl